C(C1=CC=CC=C1)(=O)OC(CCCCCC)OC(C1=CC=CC=C1)=O heptanediol dibenzoate